Stearamidoethyl-Diethylamine C(CCCCCCCCCCCCCCCCC)(=O)NCCN(CC)CC